N1C(NC=2N=NC=3C=CC=CC3C21)=O 1H-imidazo[4,5-c]cinnolin-2(3H)-one